CC1=CC2=CC(SC2=C1)C 2,5-dimethyl-4-thiapentalene